N1(CCNCC1)CCCOC1=CC=C2C=C(C(OC2=C1)=NO)C(C)=O 7-[3-(1-piperazinyl)propoxy]-3-acetylcoumarin oxime